C(CC1(N=C(OCC1)C(N)=O)C)C1(N=C(OCC1)C(N)=O)C ethylenebis(2-carbamoyl-4-methyl-5,6-dihydro-4H-1,3-oxazine)